4-methyl-3-oxo-2-azabicyclo[3.1.0]hexane-4-carboxylic acid CC1(C(NC2CC12)=O)C(=O)O